6-hydroxyfluorene OC=1C=C2C=3C=CC=CC3CC2=CC1